2-(3-(3-(cyclopentylethynyl)-4-fluorophenyl)-5-(cyclopropylmethyl)-4-(3-fluoro-4-sulfamoylbenzyl)-1H-pyrazol-1-yl)thiazole-4-carboxylic acid C1(CCCC1)C#CC=1C=C(C=CC1F)C1=NN(C(=C1CC1=CC(=C(C=C1)S(N)(=O)=O)F)CC1CC1)C=1SC=C(N1)C(=O)O